FC1=C(C=CC=C1)[C@]1([C@@H]2CCN(C[C@H]12)C1=CN=C2C(=N1)NN=C2C2=CC=NC1=C(C=CC=C21)F)CN ((1S,6R,7R)-7-(2-fluorophenyl)-3-(3-(8-fluoroquinolin-4-yl)-1H-pyrazolo[3,4-b]pyrazin-6-yl)-3-azabicyclo[4.1.0]heptan-7-yl)methanamine